NC1=C(C=C(C=C1)N1CCN(CC1)C(=O)OC(C)(C)C)Cl tert-butyl 4-(4-amino-3-chlorophenyl)piperazine-1-carboxylate